1-(1-(tetrahydro-2H-pyran-4-yl)piperidin-4-yl)-1H-pyrazol-4-amine O1CCC(CC1)N1CCC(CC1)N1N=CC(=C1)N